(S)-N-(3-(2-(2-methylazetidin-1-yl)-6,7-dihydro-5H-cyclopenta[d]pyrimidin-4-yl)benzyl)methanesulfonamide C[C@@H]1N(CC1)C=1N=C(C2=C(N1)CCC2)C=2C=C(CNS(=O)(=O)C)C=CC2